COC(C1=CC=C(C=C1)[C@@H](C)O)=O (R)-4-(1-hydroxyethyl)benzoic acid methyl ester